FC=1C(=C(C=CC1)C1=CC(=CC=C1O[C@H]1C[C@@H](CC1)NC([C@H]1N(CC(C1)(C)C)C)=O)C(=O)O)C(C)C 3'-fluoro-2'-(propan-2-yl)-6-({(1R,3R)-3-[(1,4,4-trimethyl-L-prolyl)amino]cyclopentyl}oxy)[1,1'-biphenyl]-3-carboxylic acid